NCC#CC=1C=C(C=CC1)NC=1C(=NC(=C(N1)NC1CCOCC1)CC)C(=O)N 3-((3-(3-aminoprop-1-yn-1-yl)phenyl)amino)-6-ethyl-5-((tetrahydro-2H-pyran-4-yl)amino)pyrazine-2-carboxamide